tetraethyl 6-iodo-9H-carbazole-1,2,3,4-tetracarboxylate IC=1C=C2C=3C(=C(C(=C(C3NC2=CC1)C(=O)OCC)C(=O)OCC)C(=O)OCC)C(=O)OCC